N-(4-{[6-(5-chloro-2-fluorophenyl)-3-[(2-hydroxy-ethyl)sulfanyl]pyridazin-4-yl]-amino}pyridin-2-yl)-3-(4-methoxypiperidin-1-yl)cyclobutane-1-carboxamide ClC=1C=CC(=C(C1)C1=CC(=C(N=N1)SCCO)NC1=CC(=NC=C1)NC(=O)C1CC(C1)N1CCC(CC1)OC)F